(S)-5-((2,3-diaminopropanamido)methyl)-N-(4-((4-(3,5-dichlorophenyl)piperazin-1-yl)sulfonyl)phenyl)-2-(N-methylmethylsulfonamido)benzamide bis(2,2,2-trifluoroacetate) FC(C(=O)O)(F)F.FC(C(=O)O)(F)F.N[C@H](C(=O)NCC=1C=CC(=C(C(=O)NC2=CC=C(C=C2)S(=O)(=O)N2CCN(CC2)C2=CC(=CC(=C2)Cl)Cl)C1)N(S(=O)(=O)C)C)CN